(E)-1-((2-methoxy-5-nitrophenyl)diazenyl)naphthalen COC1=C(C=C(C=C1)[N+](=O)[O-])/N=N/C1=CC=CC2=CC=CC=C12